tert-butyl 4-((3-(4-cyanophenyl)-2-azabicyclo[2.2.1]hept-2-yl) methyl)-5,7-dimethyl-1H-indole-1-carboxylate C(#N)C1=CC=C(C=C1)C1N(C2CCC1C2)CC2=C1C=CN(C1=C(C=C2C)C)C(=O)OC(C)(C)C